2-acetyl-9,9-bis(4-aminophenyl)fluorene C(C)(=O)C1=CC=2C(C3=CC=CC=C3C2C=C1)(C1=CC=C(C=C1)N)C1=CC=C(C=C1)N